sodium toluenesulfonate (tosylate) S(=O)(=O)([O-])C1=CC=C(C)C=C1.C(C1=CC=CC=C1)S(=O)(=O)O.[Na+]